C(C)(=O)C1=CC=CC2=CC(=CC=C12)C(=O)O acetyl-6-naphthoic acid